O(CC1OC(OCC1CC)=O)CC1OC(OCC1CC)=O 5'-[oxybis(methylene)]bis(5-ethyl-1,3-dioxan-2-one)